C(C=C)[C@@H]1C2CC[C@@H](CN1C(=O)OC(C)(C)C)N2CC2=CC=CC=C2 tert-butyl (7R,2R,5S)-2-allyl-8-benzyl-3,8-diazabicyclo[3.2.1]octane-3-carboxylate